CN1N(C(C(=C1C)NC(=O)C=1C=NC=CC1)=O)C1=CC=CC=C1 N-(1,5-dimethyl-3-oxo-2-phenylpyrazol-4-yl)pyridine-3-carboxamide